N(C(=N)N)CCN1C(C2=CC(=CC=C2C2(CCNCC2)C1=O)NC(C)=O)C1CCC(CC1)C(C)C N-(2-(2-guanidinoethyl)-1-((1s,4s)-4-isopropylcyclohexyl)-3-oxo-2,3-dihydro-1H-spiro[isoquinoline-4,4-piperidin]-7-yl)acetamide